COCCN(C=1SC2=C(N1)C=CC(=C2)[N+](=O)[O-])CCOC N,N-bis(2-methoxyethyl)-6-nitrobenzo[d]thiazol-2-amine